CN1C(C(=CC=C1)/C=C/C#N)=O trans-3-(1-methyl-2-oxo-1,2-dihydropyridin-3-yl)prop-2-enenitrile